C(C)(C)(C)N(C(O)=O)C=1SC(=CN1)C#CC1CC1.C1(CC1)C#CC1=CN=C(S1)N 5-(cyclopropylethynyl)thiazol-2-amine Tert-butyl-(5-(cyclopropylethynyl)thiazol-2-yl)carbamate